CN1C(=NN=C1)S[C@@H](C)C1=CC(=NC=C1)NC(=O)C=1NC2=CC=CC(=C2C1)C(F)(F)F N-[4-[(1S)-1-[(4-methyl-1,2,4-triazol-3-yl)sulfanyl]ethyl]-2-pyridyl]-4-(trifluoromethyl)-1H-indole-2-carboxamide